C(C1=CC=CC=C1)OC1=CC(=NC2=CC=C(C=C12)OC)C=1C(=NC=C(C1C)C(F)(F)F)OC1=C(C(=C(C=C1)F)F)C 4-benzyloxy-2-[2-(3,4-difluoro-2-methyl-phenoxy)-4-methyl-5-(trifluoromethyl)-3-pyridyl]-6-methoxy-quinoline